C1(CCC1)CN(C(OC(C)(C)C)=O)[C@H]1CN(CCC1)C1=CC=C(C=C1)C=O tert-butyl (R)-(cyclobutylmethyl)(1-(4-formylphenyl)piperidin-3-yl)carbamate